methyl 4-{1-[(4aS,5aR)-5,5-difluoro-5a-methyl-1-(oxan-2-yl)-1H,4H,4aH,5H,5aH,6H-cyclopropa[f]indazol-3-yl]-3-(benzyloxy)-1,3-dioxopropan-2-yl}-2-fluoro-5-nitrobenzoate FC1([C@H]2CC=3C(=NN(C3C[C@]21C)C2OCCCC2)C(C(C(=O)OCC2=CC=CC=C2)C2=CC(=C(C(=O)OC)C=C2[N+](=O)[O-])F)=O)F